6-Isopropyl-2-(methylthio)pyrimidine-4-carboxylic acid ethyl ester C(C)OC(=O)C1=NC(=NC(=C1)C(C)C)SC